C(C)(C)(C)C1=CC=C(C=C1)C(=O)NCCOCCOCC(=O)N[C@H](C(=O)N[C@H](C(=O)OCC1=CC=CC=C1)CO)CCCCN(CC)CC benzyl (2S)-2-[(2S)-2-[2-(2-{2-[(4-tert-butylphenyl) formamido]ethoxy}ethoxy)acetamido]-6-(diethylamino)hexanamido]-3-hydroxypropanoate